tert-butyl 4-[2-bromo-6-(methylcarbamoyl)-3-pyridyl]piperazine-1-carboxylate BrC1=NC(=CC=C1N1CCN(CC1)C(=O)OC(C)(C)C)C(NC)=O